3,5-difluorobenzotrifluoride FC=1C=C(C=C(C1)F)C(F)(F)F